2-(4-cyclopropyl-6-methoxypyrimidin-5-yl)-N-(4-(1-(tetrahydrofuran-3-yl)-4-(trifluoromethyl)-1H-imidazol-2-yl)benzyl)imidazo[2,1-f][1,2,4]triazin-4-amine C1(CC1)C1=NC=NC(=C1C1=NN2C(C(=N1)NCC1=CC=C(C=C1)C=1N(C=C(N1)C(F)(F)F)C1COCC1)=NC=C2)OC